7-phenylamino-naphthalene C1(=CC=CC=C1)NC1=CC=C2C=CC=CC2=C1